OCC=1SC=2CN(CCC2N1)C(=O)OC(C)(C)C tert-Butyl 2-(hydroxymethyl)-6,7-dihydrothiazolo[5,4-c]pyridine-5(4H)-carboxylate